NC1=C2C(=NC=N1)N(N=C2C2=CC=C(C=C2)OC2=CC=CC=C2)C2CCN(CC2)C2CN(CC2)CCN2CCN(CC2)C2=CC=C(C=C2)N2C(NC(CC2)=O)=O 1-(4-(4-(2-(3-(4-(4-amino-3-(4-phenoxyphenyl)-1H-pyrazolo[3,4-d]pyrimidin-1-yl)piperidin-1-yl)pyrrolidin-1-yl)ethyl)piperazin-1-yl)phenyl)dihydropyrimidine-2,4(1H,3H)-dione